(1-acetyl-5-ethoxy-1H-indole-3-carboxamido)-5-(furan-2-yl)benzoic acid C(C)(=O)N1C=C(C2=CC(=CC=C12)OCC)C(=O)NC1=C(C(=O)O)C=C(C=C1)C=1OC=CC1